ClC=1C=C(CC2=C(N=C(S2)NC(CO)=O)C=O)C=CC1 N-(5-(3-chlorobenzyl)-4-formylthiazol-2-yl)-2-hydroxyacetamide